[I].BrC1C(C(C(C(C1(C(C)C1=CC=CC=C1)Br)(Br)Br)(Br)Br)(Br)Br)(Br)Br DECABROMODIPHENYL-ETHANE iodine